ClC=1C(=CC(=NC1)F)C(C)(C)O 2-(5-chloro-2-fluoropyridin-4-yl)propan-2-ol